tri-sec-butyl-(2-ethoxyethoxy)silane C(C)(CC)[Si](OCCOCC)(C(C)CC)C(C)CC